5-Amino-3-[2-chloro-3-fluoro-4-[2-[[3-(3-methyl-1-bicyclo[1.1.1]pentanyl)isoxazol-5-yl]amino]-2-oxoethyl]phenyl]-1-isopropyl-pyrazole-4-carboxamide NC1=C(C(=NN1C(C)C)C1=C(C(=C(C=C1)CC(=O)NC1=CC(=NO1)C12CC(C1)(C2)C)F)Cl)C(=O)N